ClC1=C(C=CC(=C1)C1=C(C(=NC(=C1)C)C=1C=NC(=C(C1)N1CC2(CCCN2C(C)C)CC1)N(C)C)O)N1C(N(C=C1)C)=O 1-(2-chloro-4-(6'-(dimethylamino)-3-hydroxy-5'-(1-isopropyl-1,7-diazaspiro[4.4]nonan-7-yl)-6-methyl-[2,3'-bipyridin]-4-yl)phenyl)-3-methyl-1H-imidazol-2(3H)-one